[6-(5-cyclopropyl-4H-1,2,4-triazol-3-yl)-2-azaspiro[3.3]heptan-2-yl]-[3-[(4-methylsulfonylphenyl)methoxy]azetidin-1-yl]methanone C1(CC1)C=1NC(=NN1)C1CC2(CN(C2)C(=O)N2CC(C2)OCC2=CC=C(C=C2)S(=O)(=O)C)C1